C(C=C)(=O)OC(C)(C#CC(C)(C)OC(C=C)=O)C 2,5-dimethylhex-3-yne-2,5-diyl diacrylate